OC1=C(C=C(C=C1)CC=C)C1=CC(=CC=2C=CC(OC21)=O)CC=C 8-[2-hydroxy-5-(2-propenyl)phenyl]-6-(2-propenyl)-2H-1-benzopyran-2-one